CN(CCOC=1C=CC(=NC1)NC(C1=CC(=CC=C1)CNC1=NC=C(C2=C1CCO2)C2=CC=NC=C2)=O)C N-(5-(2-(Dimethylamino)ethoxy)pyridin-2-yl)-3-(((7-(pyridin-4-yl)-2,3-dihydrofuro[3,2-c]pyridin-4-yl)amino)methyl)benzamid